C(#N)C(CNC=1C(=CC=C2C=CC(=CC12)C1=CC=CC(=N1)C(=O)NCCNC(C)=O)OC)=C N-{2-[(6-{8-[(2-cyano-2-methylideneethyl)amino]-7-methoxynaphthalen-2-yl}pyridin-2-yl)formamido]ethyl}acetamide